(methylcyclopentadienyl)-trimethyl-platinum (IV) CC1(C=CC=C1)[Pt](C)(C)C